BrC=1C(=CC=2N(CC3N(C2C1)CCCC3)S(=O)(=O)C3=CC=C(C=C3)S(=O)(=O)N(C)C)F 4-((2-bromo-3-fluoro-6,6a,7,8,9,10-hexahydro-5H-pyrido[1,2-a]quinoxalin-5-yl)sulfonyl)-N,N-dimethylbenzenesulfonamide